[Ca+].C(C)(C)(C)C=1C=C(CP(OCC)([O-])=O)C=C(C1O)C(C)(C)C monoethyl (3,5-di-tert-butyl-4-hydroxybenzyl)phosphonate calcium salt